1-(5-(1-bromo-8-chloroimidazo[1,2-a][1,6]naphthyridin-4-yl)-4-methylpyridin-2-yl)butan-1-one BrC1=CN=C2N1C1=CC(=NC=C1C=C2C=2C(=CC(=NC2)C(CCC)=O)C)Cl